7-(acrylamidomethyl)-3-(2,6-difluoro-3,5-dimethoxyphenyl)-2-oxo-3,4-dihydropyrido[4,3-d]pyrimidin C(C=C)(=O)NCC1=CC=2NC(N(CC2C=N1)C1=C(C(=CC(=C1F)OC)OC)F)=O